COC1=C(C=CC=C1)P(N(P(C1=CC(=CC=C1)[Si](CCCC)(CCCC)CCCC)C1=CC(=CC=C1)[Si](CCCC)(CCCC)CCCC)C1CCCCC1)C1=C(C=CC=C1)OC N-(bis(2-methoxyphenyl)phosphaneyl)-N-cyclohexyl-1,1-bis(3-(tributylsilyl)phenyl)phosphanamine